1-(6-fluoroimidazo[1,2-a]pyridin-5-yl)ethan-1-one FC=1C=CC=2N(C1C(C)=O)C=CN2